tert-butyl N-[6-cyclopropyl-5-(2,2-difluoroethoxy)pyridazin-3-yl]carbamate C1(CC1)C1=C(C=C(N=N1)NC(OC(C)(C)C)=O)OCC(F)F